NCCOCCOCCOCC#CC=1C=C2CN(CC2=CC1)C1C(NC(CC1)=O)=O 5-(3-(2-(2-(2-Aminoethoxy)ethoxy)ethoxy)prop-1-yn-1-yl)-2-(2,6-dioxopiperidin-3-yl)isoindoline